5-(3-carbamoylimidazo[1,5-a]pyridin-7-yl)-N-[(1S,2S,4S)-2-hydroxy-4-(trifluoromethoxy)cyclopentyl]-6-(trifluoromethyl)pyridine-3-carboxamide C(N)(=O)C1=NC=C2N1C=CC(=C2)C=2C=C(C=NC2C(F)(F)F)C(=O)N[C@@H]2[C@H](C[C@H](C2)OC(F)(F)F)O